4-chloro-6-(6-fluoro-5-methoxyphenyl)-N-isopropyl-1,3,5-triazin-2-amine ClC1=NC(=NC(=N1)C1=CC=CC(=C1F)OC)NC(C)C